ClC=1C=NC=2C=CC(N(C2C1)O)N1[C@H](C[C@@H](C1)F)C1=C(C=CC(=C1)F)F (Z)-3-chloro-6-((2R,4S)-2-(2,5-difluorophenyl)-4-fluoropyrrolidin-1-yl)-N'-hydroxy-1,5-naphthyridine